4-acetyl-butyltriphenyl-phosphonium chloride salt [Cl-].C(C)(=O)CCCC[P+](C1=CC=CC=C1)(C1=CC=CC=C1)C1=CC=CC=C1